C(C)N1N=C2C=C(C=CC2=C1)C=O 2-ethyl-2H-indazole-6-carbaldehyde